Ethyl-3-bromo-6-(1-methyl-5-(((tetrahydro-2H-pyran-2-yl)oxy)methyl)-1H-1,2,3-triazol-4-yl)picolinate C(C)OC(C1=NC(=CC=C1Br)C=1N=NN(C1COC1OCCCC1)C)=O